FC(C1=C(CN2C(C3=NN(C(=C3C2)C2=C3C=CN(C3=C(C=C2)F)C(=O)C2=C(C=CC=C2)CI)C2=C(C=CC=C2CC)CC)(C)C)C=CC(=C1)C(F)(F)F)(F)F (4-(5-(2,4-bis(trifluoromethyl)benzyl)-2-(2,6-diethyl-phenyl)-6,6-dimethyl-2,4,5,6-tetrahydropyrrolo[3,4-c]pyrazol-3-yl)-7-fluoro-1H-indol-1-yl)(2-(iodomethyl)phenyl)methanone